ClC=1C(=NC=CC1SC1=NC=C(N=C1)Cl)C#CC1=NN(C2=CC=CC=C12)C 3-((3-chloro-4-((5-chloropyrazin-2-yl)thio)pyridin-2-yl)ethynyl)-1-methyl-1H-indazole